ClC=1C=C(C=CC1)[C@H](C(=O)N1CC2=C(N=C(NC2=O)C2(CC2)C2=CC=CC=C2)CC1)O (R)-6-(2-(3-chlorophenyl)-2-hydroxyacetyl)-2-(1-phenyl-cyclopropyl)-5,6,7,8-tetrahydropyrido[4,3-d]pyrimidine-4(3H)-one